N1=CNC=2C=NC=C(C21)C(=O)NCC=2OC1=C(C2)C=C(C=C1C(=O)O)C 2-((3H-Imidazo[4,5-c]pyridine-7-carboxamido)methyl)-5-methylbenzofuran-7-carboxylic acid